C(C)(C)(C)N1N=C(C=C1NC(CC1=CC(=NO1)C)=O)[C@@H]1C[C@H](CC1)O N-(1-(tert-butyl)-3-(trans-3-hydroxycyclopentyl)-1H-pyrazol-5-yl)-2-(3-methylisoxazol-5-yl)acetamide